NC1(CN(CCC1)C1=C(C=C(C=C1)C1=C(C=C(C(=C1)F)OC)F)CC1=CN=C2N1C=CN=C2N)C(=O)NC 3-amino-1-(3-((8-aminoimidazo[1,2-a]pyrazin-3-yl)methyl)-2',5'-difluoro-4'-methoxy-[1,1'-biphenyl]-4-yl)-N-methylpiperidine-3-carboxamide